2-cyano-5-(5,5-difluoro-4-hydroxy-3-(trifluoromethyl)-4,5,6,7-tetrahydro-1H-indol-1-yl)benzoic acid C(#N)C1=C(C(=O)O)C=C(C=C1)N1C=C(C=2C(C(CCC12)(F)F)O)C(F)(F)F